N-((1R)-3-Cyano-3-azabicyclo[3.2.0]heptan-1-yl)-5-(3-(phenylamino)pyridin-4-yl)-1H-pyrazol-3-carboxamid C(#N)N1C[C@]2(CCC2C1)NC(=O)C1=NNC(=C1)C1=C(C=NC=C1)NC1=CC=CC=C1